ClC=1C=CC=C2C=CC=C(C12)C1=C(C=2N=C(N=C(C2C=N1)N1C[C@@H](N(CC1)C(C(C(C)=O)(O)O)=O)CC#N)OCC12CCCN2CCC1)F (S)-2-(4-(7-(8-chloronaphthalen-1-yl)-8-fluoro-2-((tetrahydro-1H-pyrrolizin-7a(5H)-yl)methoxy)pyrido[4,3-d]pyrimidin-4-yl)-1-(2,2-dihydroxy-3-oxobutanoyl)piperazin-2-yl)acetonitrile